3-(5-((2-(((3,3-difluorocyclobutyl)methyl)amino)cycloheptyl)oxy)-1-oxoisoindolin-2-yl)piperidine-2,6-dione FC1(CC(C1)CNC1C(CCCCC1)OC=1C=C2CN(C(C2=CC1)=O)C1C(NC(CC1)=O)=O)F